FC1=CC=C(C=C1)C=1N=CN(C1C=1C=CC=2N(N1)C(=CN2)C#N)C(C)C 6-(4-(4-fluorophenyl)-1-isopropyl-1H-imidazol-5-yl)imidazo[1,2-b]pyridazine-3-carbonitrile